(2S)-2-(4-Fluorophenyl)-N-[4-(3-phenyl-1H-pyrrolo[3,2-b]pyridin-2-yl)pyridin-2-yl]propanamid FC1=CC=C(C=C1)[C@@H](C(=O)NC1=NC=CC(=C1)C1=C(C2=NC=CC=C2N1)C1=CC=CC=C1)C